dimethoxycarbazole COC1=C(C=2NC3=CC=CC=C3C2C=C1)OC